1H-pyrrolo[3,2-c]Quinolin-4-amine N1C=CC=2C(=NC=3C=CC=CC3C21)N